3-(methyldiethoxysilyl)propyl-succinic anhydride C[Si](CCCC1C(=O)OC(C1)=O)(OCC)OCC